C(C)(C)(C)OC(=O)N1C2CN(CC1CC2)CC2=C(N=C1N2C=CC=C1)C1=CC=C(C=C1)Cl tert.-Butyl-3-{[2-(4-chlorophenyl)imidazo[1,2-a]pyridin-3-yl]methyl}-3,8-diazabicyclo[3.2.1]octan-8-carboxylat